2'-bromo-biphenyl-2-carboxylic acid BrC1=C(C=CC=C1)C=1C(=CC=CC1)C(=O)O